FC1=C(C=C(C=C1)F)[C@@H]1CN(CCN1C(=O)N1CCC(CC1)CN1C(C=C(C=C1)C1=CC=CC=C1)=O)C(=O)OC(C)(C)C tert-butyl (R)-3-(2,5-difluorophenyl)-4-(4-((2-oxo-4-phenylpyridin-1(2H)-yl)methyl)piperidine-1-carbonyl)piperazine-1-carboxylate